C(#N)C=1C=C(C=CC1F)N1N=CC(=C1)[C@@H](C(=O)NC1=NNC(=C1)C1CC1)C (S)-2-(1-(3-cyano-4-fluorophenyl)-1H-pyrazol-4-yl)-N-(5-cyclopropyl-1H-pyrazol-3-yl)propanamide